N-(4-(4-(((1-cyanocyclopropyl)methyl)sulfonamido)-3-fluorophenyl)-1H-pyrrolo[2,3-b]pyridin-6-yl)cyclopropylcarboxamide C(#N)C1(CC1)CS(=O)(=O)NC1=C(C=C(C=C1)C1=C2C(=NC(=C1)NC(=O)C1CC1)NC=C2)F